ClC1=C2C(=NC(=N1)C)N(C(N(C2)C2CCOCC2)=O)C 5-chloro-1,7-dimethyl-3-(tetrahydro-2H-pyran-4-yl)-3,4-dihydropyrimido[4,5-d]pyrimidin-2(1H)-one